CC1(CNC1)C=O 3-methylazetidine-3-carbaldehyde